OC1=CC=C(C=C1)C1(CCCCC1)C1=CC=C(C=C1)O 1,1-Bis-(4-hydroxyphenyl)-cyclohexan